(R)-N-(1-(azepan-3-yl)-7-((1-ethylpiperidin-4-yl)oxy)-1H-benzo[d]imidazol-2-yl)-2-methylisonicotinamide N1C[C@@H](CCCC1)N1C(=NC2=C1C(=CC=C2)OC2CCN(CC2)CC)NC(C2=CC(=NC=C2)C)=O